NC=1ON=C2C=CC=NC21 3-aminoisoxazolopyridine